C(C)N1CCN(CC1)C(=O)C=1C=C(CN2C(NC(C3=CC=CC=C23)=O)=O)C=CC1 1-(3-(4-ethylpiperazine-1-carbonyl)benzyl)quinazoline-2,4(1h,3h)-dione